CN(C)CCN1N=NC(=C1)COC1=CC=C(C=C1)OC 1-[2-(N,N-dimethylamino)ethyl]-4-[(4-methoxyphenoxy)methyl]-1H-1,2,3-triazole